C12(C3C4C2C4C31)N tetracyclo[2.2.0.02,6.03,5]hexylamine